ClC=1C=CC(=C2C=NN(C(C12)=O)C)C(C1CC2(CN(C2)C(=O)OC(C)(C)C)C1)O tert-butyl 6-[(8-chloro-2-methyl-1-oxo-phthalazin-5-yl)-hydroxy-methyl]-2-azaspiro[3.3]heptane-2-carboxylate